C(C(C)C)N[C@@H]1CN(CC1)C(=O)N1CCN(C2=CC=CC=C12)CC1=NC=CC=C1 (S)-(3-(Isobutylamino)pyrrolidin-1-yl)(4-(pyridin-2-ylmethyl)-3,4-dihydroquinoxaline-1(2H)-yl)methanone